C(#N)C=1C=NN2C1C(=NC(=C2)C=2C=NN(C2)C)C=2C=CC(=NC2)N2CCN(CC2)C(=O)N[C@H](C)C2=CC=C(C=C2)F (R)-4-(5-(3-cyano-6-(1-methyl-1H-pyrazol-4-yl)pyrazolo[1,5-a]pyrazin-4-yl)pyridin-2-yl)-N-(1-(4-fluorophenyl)ethyl)piperazine-1-carboxamide